methyl 3-(N-(2-(4-fluoropiperidin-1-yl)-5-(trifluoromethyl) phenyl) sulfamoyl)-4-methoxybenzoate FC1CCN(CC1)C1=C(C=C(C=C1)C(F)(F)F)NS(=O)(=O)C=1C=C(C(=O)OC)C=CC1OC